ClC1=C(C(=O)NC=2C=C3C=C(N(C3=CC2)C)C(=O)N[C@@H](C)C2=CC3=CC=CC=C3C=C2)C=C(C=C1)CNC(C(C)C)=O (S)-5-(2-chloro-5-(isobutyrylaminomethyl)benzoylamino)-1-methyl-N-(1-(naphthalen-2-yl)ethyl)-1H-indole-2-carboxamide